C(C)(C)(C)OC(=O)N1CC=C(CC1)C1=C(C=C(C=C1)C(F)(F)F)NC1=NC=CC=N1 4-(2-(pyrimidin-2-ylamino)-4-(trifluoromethyl)phenyl)-5,6-dihydropyridine-1(2H)-carboxylic acid tert-butyl ester